ClC=1C=CC2=C(C(=NCC=3N2C(=C(N3)C(=O)OC)C#N)C3=C(C=CC=C3)F)C1 methyl 8-chloro-1-cyano-6-(2-fluorophenyl)-4H-imidazo[1,2-a][1,4]benzodiazepine-2-carboxylate